butanethioic acid C(CCC)(O)=S